N1N=CC(=C1)C1=CN=C2N1N=C(C=C2)N2C[C@@H](O[C@@H](C2)C)C (2S,6R)-4-(3-(1H-pyrazol-4-yl)imidazo[1,2-b]pyridazin-6-yl)-2,6-dimethylmorpholine